(R)-2-(3-((tert-butyldimethylsilyl)oxy)-1-oxo-8-azaspiro[4.5]dec-8-yl)-6-methylpyrimidine-4-carbonitrile [Si](C)(C)(C(C)(C)C)O[C@H]1CC(C2(C1)CCN(CC2)C2=NC(=CC(=N2)C#N)C)=O